4,5-diamino-1-tertbutyl-3-methylpyrazole NC=1C(=NN(C1N)C(C)(C)C)C